3,3-Dibutyl-5-(4-fluorophenyl)-7-methoxy-2,3,4,5-tetrahydro-1,5-benzothiazepine-8-carboxylic acid methyl ester 1,1-dioxide COC(=O)C1=CC2=C(N(CC(CS2(=O)=O)(CCCC)CCCC)C2=CC=C(C=C2)F)C=C1OC